5-bromo-N-(2-carbamoyl-4-cyano-6-methyl-phenyl)-2-(2,2-difluoroethyl)pyrazole-3-carboxamide BrC=1C=C(N(N1)CC(F)F)C(=O)NC1=C(C=C(C=C1C)C#N)C(N)=O